2-(6-(((1S,4S,5S,6S)-6-fluoro-1,4-dimethyl-2-azabicyclo[2.2.1]heptan-5-yl)(methyl)amino)pyridazin-3-yl)-5-(1H-imidazol-1-yl)phenol F[C@H]1[C@H]([C@@]2(CN[C@]1(C2)C)C)N(C2=CC=C(N=N2)C2=C(C=C(C=C2)N2C=NC=C2)O)C